OC1=C(C=O)C(=C(C(=C1[2H])[2H])[2H])[2H] 2-hydroxybenzaldehyde-3,4,5,6-d